1-(7-chloro-8-fluoro-5-Methoxy-2-(methylthio)pyrido[4,3-d]pyrimidin-4-yl)-3-methylpiperidin-3-ol ClC1=C(C=2N=C(N=C(C2C(=N1)OC)N1CC(CCC1)(O)C)SC)F